2-(bicyclo[1.1.1]pentan-1-yl)-N-(4-(8-fluoro-2,3-dihydrobenzo[f][1,4]oxazepin-4(5H)-yl)-2,6-dimethylphenyl)acetamide Phenyl-(3-(tert-butyl)-1-phenyl-1H-1,2,4-triazol-5-yl)carbamate C1(=CC=CC=C1)N(C(O)=O)C1=NC(=NN1C1=CC=CC=C1)C(C)(C)C.C12(CC(C1)C2)CC(=O)NC2=C(C=C(C=C2C)N2CCOC1=C(C2)C=CC(=C1)F)C